COC1=CC=C(C=C1)C(CC(C)=O)=O 1-(4-methoxyphenyl)butane-1,3-dione